2-phenyl alcohol C1=CC=C(C=C1)O